(2E,4E,6E)-7-(4-methoxyphenyl)-1-(piperidin-1-yl)hepta-2,4,6-trien-1-one COC1=CC=C(C=C1)/C=C/C=C/C=C/C(=O)N1CCCCC1